(S,E)-3-(3-(4-fluoro-2-(Trifluoromethyl)phenyl)acryloyl)-4-isopropyloxazolidin-2-one FC1=CC(=C(C=C1)/C=C/C(=O)N1C(OC[C@@H]1C(C)C)=O)C(F)(F)F